Tert-butyl (2S,4R)-4-hydroxy-2-((7-(4-methylthiazol-5-yl)chroman-4-yl)formamido)pyrrolidine-1-carboxylate O[C@@H]1C[C@H](N(C1)C(=O)OC(C)(C)C)NC(=O)C1CCOC2=CC(=CC=C12)C1=C(N=CS1)C